O=C1NC=CC=C1NC(OC(C)(C)C)=O Tert-butyl (2-oxo-1,2-dihydropyridin-3-yl)carbamate